O=C1N(CCCCC1)C1CCN(CC1)C(=O)OC(C)(C)C tert-Butyl 4-(2-oxoazepan-1-yl)piperidine-1-carboxylate